tri-p-tolylsulfonium C1(=CC=C(C=C1)[S+](C1=CC=C(C=C1)C)C1=CC=C(C=C1)C)C